lithium tri-oxide [O-]O[O-].[Li+].[Li+]